O1C(=CC=C1)CC1(NC2CC(CC(C2C(C1C(=O)[O-])C1=CC(=CC=C1)[N+](=O)[O-])=O)C=1SC=CC1)C tetrahydro-2-furanylmethyl-2-methyl-4-(3-nitrophenyl)-5-oxo-7-(2-thienyl)-1,4,5,6,7,8-hexahydro-3-quinolinecarboxylate